C(C1=CC(O)=C(O)C(O)=C1)(=O)C(=O)[C@](O)([C@@](O)([C@](O)([C@H](O)C(O)C(C1=CC(O)=C(O)C(O)=C1)=O)C(C1=CC(O)=C(O)C(O)=C1)=O)C(C1=CC(O)=C(O)C(O)=C1)=O)C(C1=CC(O)=C(O)C(O)=C1)=O 1,2,3,4,6-Pentagalloyl-Glucose